COC(C1=CN=C(C(=C1)CC1=CC=C(C=C1)F)NC1C(CN(CC1)C(=O)OC(C)(C)C)C)=O 6-((1-(tert-Butoxycarbonyl)-3-methylpiperidin-4-yl)amino)-5-(4-fluorobenzyl)nicotinic acid methyl ester